BrC=1C=C(CNCC(=O)N[C@H]2[C@H]3CC[C@@H](C2)N3C#N)C=CC1 (3-bromobenzyl)-N-((1R,2R,4S)-7-cyano-7-azabicyclo[2.2.1]heptan-2-yl)glycinamide